(1S,2S,4R,5R,6S,7S)-N-(5,6-dichloropyridin-3-yl)-7-(2-methoxypyridin-4-yl)-8-oxatricyclo[3.2.1.02,4]Octane-6-carboxamide ClC=1C=C(C=NC1Cl)NC(=O)[C@@H]1[C@H]2[C@@H]3C[C@@H]3[C@@H]([C@@H]1C1=CC(=NC=C1)OC)O2